1-(4-(1-methyl-4-(trifluoromethyl)-1H-imidazol-2-yl)phenyl)cyclopropan-1-amine hydrochloride Cl.CN1C(=NC(=C1)C(F)(F)F)C1=CC=C(C=C1)C1(CC1)N